BrC1=C2C=CC(=CC2=CC=C1)C(=O)N[C@@H]1CCO[C@]12O[C@@H]([C@@H]([C@@H]([C@H]2O)N2N=NC(=C2)C2=CC(=C(C(=C2)F)F)F)O)CO 5-Bromo-N-((4R,5S,7R,8R,9S,10R)-8,10-dihydroxy-7-(hydroxymethyl)-9-(4-(3,4,5-trifluorophenyl)-1H-1,2,3-triazol-1-yl)-1,6-dioxaspiro[4.5]decan-4-yl)-2-naphthamide